2-chloro-5-methoxy-benzimidazole ClC=1NC2=C(N1)C=CC(=C2)OC